CC1(CN(CC1)CCOC(C(F)(F)F)C1=CC=C(C=N1)C1=CC=2C3=C(N=NC2C=C1)N(C(N3C3CCOCC3)=O)C)C 8-(6-(1-(2-(3,3-dimethylpyrrolidin-1-yl)ethoxy)-2,2,2-trifluoroethyl)pyridin-3-yl)-3-methyl-1-(tetrahydro-2H-pyran-4-yl)-1,3-dihydro-2H-imidazo[4,5-c]cinnolin-2-one